Methyl-(S)-2-((((benzyloxy)carbonyl)amino)(4,4-difluorocyclohexyl)methyl)-7-(methyl(tetrahydro-2H-pyran-4-yl)amino)imidazo[1,2-b]pyridazine CC1=C(N=C2N1N=CC(=C2)N(C2CCOCC2)C)[C@H](C2CCC(CC2)(F)F)NC(=O)OCC2=CC=CC=C2